IC=1C=C(C=CC1)N1CC2=C(N=C(N=C2N)C)CC1 6-(3-iodophenyl)-2-methyl-5,6,7,8-tetrahydropyrido[4,3-d]pyrimidin-4-amine